C1=CC(=C(C(=C1)[N+](=O)[O-])O[N+](=O)[O-])C(=O)O Dinitrosalicylic acid